bis(4-methoxyphenyl)-ethylene glycol COC1=CC=C(C=C1)C(C(C1=CC=C(C=C1)OC)O)O